tert-butyl (S)-(3-(1-(6-bromo-3-(((6-fluoropyridin-2-yl)sulfonyl)carbamoyl)pyridin-2-yl)-5,5-dimethylpyrrolidin-3-yl)propyl)carbamate BrC1=CC=C(C(=N1)N1C[C@H](CC1(C)C)CCCNC(OC(C)(C)C)=O)C(NS(=O)(=O)C1=NC(=CC=C1)F)=O